3-fluoro-4-[(R)-2-hydroxy-2-(5,5,8,8-tetramethyl-5,6,7,8-tetrahydro-naphthalen-2-yl)-acetylamino]benzoic acid FC=1C=C(C(=O)O)C=CC1NC([C@@H](C1=CC=2C(CCC(C2C=C1)(C)C)(C)C)O)=O